3-[[1-(1,3-benzothiazol-2-yl)-2-[3-[(E)-N'-hydroxycarbamimidoyl]phenyl]ethyl]sulfamoyl]-N-(2-hydroxyethyl)benzamide S1C(=NC2=C1C=CC=C2)C(CC2=CC(=CC=C2)\C(\N)=N/O)NS(=O)(=O)C=2C=C(C(=O)NCCO)C=CC2